OC1=C(C=CC(=C1)CC(C(CC1=CC(=C(C=C1)O)O)C)C)[O-] 2-hydroxy-4-[2,3-dimethyl-4-(3,4-dihydroxyphenyl)butyl]phenolate